7-bromo-2-cyclopropyl-4-fluoroisoquinolin-1-one BrC1=CC=C2C(=CN(C(C2=C1)=O)C1CC1)F